[N+](=O)([O-])C=1C=CC(=C2CCOC21)S 7-nitro-2,3-dihydrobenzofuran-4-thiol